(R)-4-hydroxy-2-methylpentan-2-yl hydrogen ((S)-3-hydroxy-2-(5-(4-methoxy-3-propoxyphenyl)pyridin-3-yl)propyl)boronate OC[C@@H](CB(OC(C)(C[C@@H](C)O)C)O)C=1C=NC=C(C1)C1=CC(=C(C=C1)OC)OCCC